C1=CC(=CC=C1N/C(=N/C(=NCCCCCCN=C(/N=C(/NC2=CC=C(C=C2)Cl)\N)N)N)/N)Cl N',N'''''-hexane-1,6-diylbis[N-(4-chlorophenyl)(imidodicarbonimidic diamide)]